N-(5-((6-((R)-3-(2,3-dichlorophenyl)isoxazolidine-2-yl)pyrimidine-4-yl)amino)-4-methoxy-2-(4-(1-methylpiperidine-4-yl)piperazine-1-yl)phenyl)acrylamide ClC1=C(C=CC=C1Cl)[C@@H]1N(OCC1)C1=CC(=NC=N1)NC=1C(=CC(=C(C1)NC(C=C)=O)N1CCN(CC1)C1CCN(CC1)C)OC